C1(=CC=C(C2=C(C3=CC=CC=C3C(=C12)O)O)O)O Anthracene-1,4,9,10-tetraol